CC=1C(=NC(NC1)=O)SCC(=O)OC(C)(C)C tert-butyl 2-[(5-methyl-2-oxo-1H-pyrimidin-4-yl)sulfanyl]acetate